(2R)-1-(6-chloro-7-methyl-3,4-dihydro-1H-spiro[1,8-naphthyridine-2,3'-pyrrolidin]-1'-yl)-2-(5-fluoro-2-methoxypyridin-4-yl)propan-1-one ClC=1C=C2CCC3(CN(CC3)C([C@H](C)C3=CC(=NC=C3F)OC)=O)NC2=NC1C